C(S)S dithiomethane